Methyl 4-[1-[[4-[2-(4-methoxyphenoxy)ethylamino]tetrahydropyran-4-carbonyl]amino]cyclopropyl]benzoate COC1=CC=C(OCCNC2(CCOCC2)C(=O)NC2(CC2)C2=CC=C(C(=O)OC)C=C2)C=C1